5-(2-fluoro-3-methylphenyl)pyrimidin FC1=C(C=CC=C1C)C=1C=NC=NC1